FC=1C=C(C=CC1OCCN1CCN(C(CC1)=O)C)NC(NCC(=O)NC1=CC=C(C=C1)N[C@@H]1C[C@@H](N(C2=CC=CC=C12)C(CC)=O)C)=O 2-(3-(3-fluoro-4-(2-(4-methyl-5-oxo-1,4-diazepan-1-yl)ethoxy)phenyl)ureido)-N-(4-(((2S,4R)-2-methyl-1-propionyl-1,2,3,4-tetrahydroquinolin-4-yl)amino)phenyl)acetamide